COC(C1=C(C=CC=C1)[C@H]1O[C@@H]([C@@H]([C@@]1(O)C(F)F)O)O)=O ((2R,3S,4R,5S)-3-(difluoromethyl)-3,4,5-trihydroxytetrahydrofuran-2-yl)benzoic acid methyl ester